5-(5-fluoropyridin-3-yl)-7-methyl-6-(3-azaspiro[5.5]undec-8-en-9-yl)-7H-pyrrolo[2,3-d]pyrimidin-4-amine FC=1C=C(C=NC1)C1=C(N(C=2N=CN=C(C21)N)C)C2=CCC1(CCNCC1)CC2